4-(3-((4-chloro-1H-indazol-5-yl)amino)-4-methyl-1H-pyrazol-1-yl)-2-methoxy-N-(pyrimidin-4-yl)benzamide ClC1=C2C=NNC2=CC=C1NC1=NN(C=C1C)C1=CC(=C(C(=O)NC2=NC=NC=C2)C=C1)OC